C12=CCC(CC1)C2 5-Exo-norbornene